2-methoxyethyl 1-methylethyl-2,6-dimethyl-4-(3-nitrophenyl)pyridine-3,5-dicarboxylate CC(C)N1C(C(=C(C(=C1C)C(=O)[O-])C1=CC(=CC=C1)[N+](=O)[O-])C(=O)OCCOC)C